6-[4-Chloro-3-(difluoromethoxy)phenyl]-1-[(5-fluoro-3-pyridyl)methyl]pyrazolo[4,3-b]pyridine ClC1=C(C=C(C=C1)C=1C=C2C(=NC1)C=NN2CC=2C=NC=C(C2)F)OC(F)F